phenylbis(1-piperazinyl)phosphine oxide C1(=CC=CC=C1)P(N1CCNCC1)(N1CCNCC1)=O